tert-butyl (2S)-4-(6-fluoro-7-(N-(1-methylcyclopropyl)sulfamoyl)-9H-pyrimido[4,5-b]indol-4-yl)-2-methylpiperidine-1-carboxylate FC=1C=C2C3=C(NC2=CC1S(NC1(CC1)C)(=O)=O)N=CN=C3C3C[C@@H](N(CC3)C(=O)OC(C)(C)C)C